10,10'-(3''-(1-methyl-1H-benzo[d]imidazol-2-yl)-5',6'-diphenyl-[1,1':2',1''-terphenyl]-3',4'-diyl)bis(9,9-dimethyl-9,10-dihydroacridine) CN1C(=NC2=C1C=CC=C2)C=2C=C(C=CC2)C=2C(=C(C(=C(C2N2C=1C=CC=CC1C(C1=CC=CC=C21)(C)C)N2C=1C=CC=CC1C(C1=CC=CC=C21)(C)C)C2=CC=CC=C2)C2=CC=CC=C2)C2=CC=CC=C2